4-methylbenzyl-amine hydrobromide Br.CC1=CC=C(CN)C=C1